2-[1-[5-[(2,6-dioxo-3-piperidyl)amino]-3-fluoro-2-pyridyl]-4-hydroxy-4-piperidyl]acetic acid O=C1NC(CCC1NC=1C=C(C(=NC1)N1CCC(CC1)(O)CC(=O)O)F)=O